C(C1=CC=CC=C1)N(CC(C)O)CC(C=1C=NN(C1)C1OCCCC1)O 1-[benzyl-[2-hydroxy-2-(1-tetrahydropyran-2-ylpyrazol-4-yl)ethyl]amino]propan-2-ol